C(C=C)(=O)N1CC2(C1)CN(CC2)C2=C(C(=C1C(=N2)CC(OC1)C)C=1C(=CC=C2C=NN(C12)C)C)C#N 2-(2-acryloyl-2,6-diazaspiro[3.4]octan-6-yl)-4-(1,6-dimethyl-1H-indazol-7-yl)-7-methyl-7,8-dihydro-5H-pyrano[4,3-b]pyridine-3-carbonitrile